NN1C(=NN=C1C1=CC=C(C=C1)C(C)(C)C)S 4-amino-5-(4-(tert-butyl)phenyl)-4H-1,2,4-triazole-3-thiol